S(C=1C(=C(C(=C(C1)C(C)(C)C)O)C)C)C=1C(=C(C(=C(C1)C(C)(C)C)O)C)C 4,4'-thiobis(6-t-butyl-m-methylcresol)